methyl (E)-3-(3-(((4-(4-cyclopropylphenyl)bicyclo[2.2.2]octan-1-yl)methyl)amino)phenyl)but-2-enoate C1(CC1)C1=CC=C(C=C1)C12CCC(CC1)(CC2)CNC=2C=C(C=CC2)/C(=C/C(=O)OC)/C